CN(CCOC(CCCC[C@H]1SSCC1)=O)C (R)-2-(Dimethylamino)ethyl-5-(1,2-dithiolan-3-yl)pentanoate